3-((5-(dimethylamino)pentanoyl) oxy)-2,2-bis(((9Z)-tetradec-9-enoyloxy)methyl)propyl (9Z)-hexadec-9-enoate C(CCCCCCC\C=C/CCCCCC)(=O)OCC(COC(CCCCN(C)C)=O)(COC(CCCCCCC\C=C/CCCC)=O)COC(CCCCCCC\C=C/CCCC)=O